4-(2-(Isopropyl(propyl)amino)-6-methylpyrimidine-4-carboxamido)-2-methylbenzoic acid C(C)(C)N(C1=NC(=CC(=N1)C(=O)NC1=CC(=C(C(=O)O)C=C1)C)C)CCC